C1(=CC=CC=C1)C=1C=C(N=NC1C1=CC=CC=C1)C(=O)OC methyl 5,6-diphenylpyridazine-3-carboxylate